benzyl (4-(4-aminophenyl)-1-oxido-1λ6-thiomorpholin-1-ylidene)carbamate NC1=CC=C(C=C1)N1CCS(CC1)(=O)=NC(OCC1=CC=CC=C1)=O